(2S,4R)-4-fluoro-N-[(S)-[3-fluoro-4-(propan-2-yl)phenyl](phenyl)methyl]-1-[(2R) or (2S)-2-hydroxy-2-(1H-1,2,3-triazol-5-yl)acetyl]pyrrolidine-2-carboxamide F[C@@H]1C[C@H](N(C1)C([C@@H](C1=CN=NN1)O)=O)C(=O)N[C@@H](C1=CC=CC=C1)C1=CC(=C(C=C1)C(C)C)F |o1:7|